C(\C=C\C=C/C)O (2E,4Z)-hex-2,4-dien-1-ol